BrC1=CC=C(CN2CC(CC3=CC=CC=C23)NC(C=C)=O)C=C1 N-(1-(4-bromobenzyl)-1,2,3,4-tetrahydroquinolin-3-yl)acrylamide